1-((S)-3-((4-((3-Chloro-2-fluoro-4-(((S)-tetrahydro-2H-pyran-2-yl)methoxy)phenyl)amino)pyrido[3,2-d]pyrimidin-6-yl)oxy)pyrrolidin-1-yl)prop-2-en-1-one ClC=1C(=C(C=CC1OC[C@H]1OCCCC1)NC=1C2=C(N=CN1)C=CC(=N2)O[C@@H]2CN(CC2)C(C=C)=O)F